(E)-N-benzyl-1-phenylmethylaniline C(C1=CC=CC=C1)NC1(CC=CC=C1)CC1=CC=CC=C1